Cl.N[C@H](C(=O)OCC(C)(C)C)CC neopentyl (S)-2-aminobutanoate hydrochloride